benzyl (2S,3R)-3-(2-{2-[(tert-butoxycarbonyl)amino]-1,3-thiazol-5-yl}ethyl)-4-oxo-1-{[(1R)-1-phenylethyl]carbamoyl}azetidine-2-carboxylate C(C)(C)(C)OC(=O)NC=1SC(=CN1)CC[C@@H]1[C@H](N(C1=O)C(N[C@H](C)C1=CC=CC=C1)=O)C(=O)OCC1=CC=CC=C1